4-chlorobenzyl (4-((N-methylpyrrolidine-1-carboxamido)meth-yl)phenyl)carbamate CN(C(=O)N1CCCC1)CC1=CC=C(C=C1)NC(OCC1=CC=C(C=C1)Cl)=O